P([O-])([O-])(OP([O-])([O-])=S)=S Diphosphorthioat